O1C=CC2=C1C=CC(=C2)N(C(=O)C2N(CCC2)C2=NC(=CC(=C2)C(F)(F)F)C(F)(F)F)C N-(1-benzofuran-5-yl)-1-[4,6-bis(trifluoromethyl)pyridin-2-yl]-N-methylpyrrolidine-2-carboxamide